N1(CCC1)CCOC1=C(C=C(C=C1)NC(C1=CC=CC=C1)=O)C=1C(=NOC1C)C N-(4-(2-(azetidin-1-yl)ethoxy)-3-(3,5-dimethylisoxazol-4-yl)phenyl)benzamide